ClC=1C(=C(C(=CC1)F)C1=NC=C(C(=N1)NC=1C(=NNC1)C1=NC2=C(N1)C=CC(=C2)CN2CCOCC2)OC)F 2-(3-Chloro-2,6-difluorophenyl)-5-methoxy-N-(3-(5-(morpholinomethyl)-1H-benzo[d]imidazol-2-yl)-1H-pyrazol-4-yl)pyrimidin-4-amine